7-(5-(Dimethylcarbamoyl)pyridin-2-yl)-N-(4-(3,3-dimethylureido)benzyl)-3-isopropylimidazo[1,5-a]pyridine-1-carboxamide CN(C(=O)C=1C=CC(=NC1)C1=CC=2N(C=C1)C(=NC2C(=O)NCC2=CC=C(C=C2)NC(=O)N(C)C)C(C)C)C